C(C)C1=NOC(=C1)COC1OCCCC1 3-ethyl-5-[(oxan-2-yloxy)methyl]-1,2-oxazole